C1(=CC=CC=C1)[Si](O[Si](O[Si](O[Si](O[Si](C)(C)C)(C)C)(C)C)(C)C)(C1=CC=CC=C1)C1=CC=CC=C1 Triphenylnonamethylpentasiloxane